FC(C1=CC=C(OC2=C3CCN(CC3=CC=C2)C2=NC(=CC=C2)C(F)(F)F)C=C1)(F)F 5-(4-(trifluoromethyl)-phenoxy)-2-(6-(trifluoro-methyl)pyridin-2-yl)-1,2,3,4-tetrahydroisoquinoline